C(#N)C1=C(C=CC(=C1)F)[C@@H]([C@@H](C)C=1N(C(C(=C(N1)C(=O)NC=1C=NOC1)O)=O)C)C=1C(=NN(C1)C)C 2-((1R,2R)-1-(2-cyano-4-fluorophenyl)-1-(1,3-dimethyl-1H-pyrazol-4-yl)propan-2-yl)-5-hydroxy-N-(isoxazol-4-yl)-1-methyl-6-oxo-1,6-dihydropyrimidine-4-carboxamide